ClC=1C(N(C(=CC1OCC1=NC(=CC(=C1)C)F)C)C1=CC(=NC=C1C)C1=NC(=CC=C1)C(C)(C)O)=O (P)-3-chloro-4-((6-fluoro-4-methylpyridin-2-yl)methoxy)-6''-(2-hydroxypropan-2-yl)-5',6-dimethyl-2H-[1,4':2',2''-terpyridin]-2-one